ethyl (S)-3-amino-3-(4-fluoro-2',6'-dimethylbiphenyl-3-yl)propanoate N[C@@H](CC(=O)OCC)C=1C=C(C=CC1F)C1=C(C=CC=C1C)C